3-phenyl-3-[di(2-ethylhexyloxy)phosphoryl]propionic acid C1(=CC=CC=C1)C(CC(=O)O)P(=O)(OCC(CCCC)CC)OCC(CCCC)CC